ClC=1C(=C2C=NNC2=C(C1F)N(C)[C@H]1C[C@H](CC1)O)C=1N=CC=2N(C1)C=C(N2)NC(=O)C2C(C2)F N-(6-(5-chloro-6-fluoro-7-(((1R,3S)-3-hydroxycyclopentyl)(methyl)amino)-1H-indazol-4-yl)imidazo[1,2-a]pyrazin-2-yl)-2-fluorocyclopropane-1-carboxamide